FC1(CC(C1)CS(=O)(=O)NC12CC(C1)(C2)N2C=NC=1C2=C2C(=NC1)NC=C2)F (3,3-Difluorocyclobutyl)-N-(3-(imidazo[4,5-d]pyrrolo[2,3-b]pyridin-1(6H)-yl)bicyclo[1.1.1]pentan-1-yl)methanesulfonamide